2-benzyl-2,2'-iminodiacetic acid C(C1=CC=CC=C1)C(C(=O)O)NCC(=O)O